OC=1C(C=C(OC1)C(=O)NCCCCC(NC1=CC=CC=C1)=O)=O 5-Hydroxy-4-oxo-N-(5-oxo-5-(phenylamino)pentyl)-4H-pyran-2-carboxamide